(E)-4-(dimethylamino)-1-(4-(4-((3-methyl-4-((1-methyl-1H-benzo[d]imidazol-5-yl)methyl)phenyl)amino)pyrido[3,2-d]pyrimidin-6-yl)piperazin-1-yl)but-2-en-1-one CN(C/C=C/C(=O)N1CCN(CC1)C=1C=CC=2N=CN=C(C2N1)NC1=CC(=C(C=C1)CC1=CC2=C(N(C=N2)C)C=C1)C)C